2-[3-(aminomethyl)-2-fluoro-6-(trifluoromethyl)phenyl]-6-[5-(trifluoromethyl)pyridin-2-yl]pyrimidin-4(3H)-one NCC=1C(=C(C(=CC1)C(F)(F)F)C1=NC(=CC(N1)=O)C1=NC=C(C=C1)C(F)(F)F)F